tert-butyl 2-((4-(tert-butyl)phenyl)(2-(cyclohexylamino)-2-oxo-1-(pyridin-3-yl)ethyl)carbamoyl)-5,5-difluoropiperidine-1-carboxylate C(C)(C)(C)C1=CC=C(C=C1)N(C(=O)C1N(CC(CC1)(F)F)C(=O)OC(C)(C)C)C(C(=O)NC1CCCCC1)C=1C=NC=CC1